C(=O)O.[18F]CCCC1=CC=C(CCNC(=N)N)C=C1 1-(4-(3-[18F]fluoropropyl)phenethyl)guanidine, Formic Acid Salt